N-(1,3-bis(((Z)-octadec-9-en-1-yl)oxy)-2-((((Z)-octadec-9-en-1-yl)oxy)methyl)-propan-2-yl)-3-(dimethylamino)propanamide C(CCCCCCC\C=C/CCCCCCCC)OCC(COCCCCCCCC\C=C/CCCCCCCC)(COCCCCCCCC\C=C/CCCCCCCC)NC(CCN(C)C)=O